2-(1-Cyclobutyl-1H-pyrazol-4-yl)-5-({[1-(2-fluoro-5-methoxyphenyl)cyclopropyl]carbonyl}amino)benzoic acid C1(CCC1)N1N=CC(=C1)C1=C(C(=O)O)C=C(C=C1)NC(=O)C1(CC1)C1=C(C=CC(=C1)OC)F